5-naphthone C1=CC=CC=2C(CC=CC12)=O